CC1=NC=CC=C1COC1CC2(C(N3[C@H](O2)CC[C@H]3C3=NC=CN=C3)=O)C1 (5'S,7a'R)-3-[(2-methylpyridin-3-yl)methoxy]-5'-(pyrazin-2-yl)tetrahydro-3'H-spiro[cyclobutane-1,2'-pyrrolo[2,1-b][1,3]oxazol]-3'-one